CC1=CC(=C(C=C1)S(=O)(=O)N1[C@@H](CCC1)C(=O)OC)OCC[C@H](CC=O)C Methyl ((4-methyl-2-(((R)-3-methyl-5-oxopentyl)oxy)phenyl)sulfonyl)-L-prolinate